FC=1C=C2CCCN(C2=CC1)C1CCN(CC1)CC=1C=C2CN(C(C2=CC1)=O)C1C(NC(CC1)=O)=O 3-(5-((4-(6-fluoro-3,4-dihydroquinolin-1(2H)-yl)piperidin-1-yl)methyl)-1-oxoisoindolin-2-yl)piperidine-2,6-dione